CC1=C2C(=CC=3C=4C=C(C=CC4N(C13)C)OCCCC(=O)OC)C=NC=C2 methyl 4-((5,6-dimethyl-6H-pyrido[4,3-b]carbazol-9-yl)oxy)butanoate